C([2H])([2H])([2H])N(CCC1=CNC2=CC=CC(=C12)OC(CCCCCCC\C=C/C\C=C/CCCCC)=O)C([2H])([2H])[2H].N1(CCOCC1)C=1N=C(C(=NC1)C(=O)N)NC1=CC=C(C=C1)C1CCNCC1 5-morpholinyl-3-[4-(4-piperidinyl)anilino]pyrazine-2-carboxamide 3-(2-(bis(methyl-d3)amino)ethyl)-1H-indol-4-yl-(9Z,12Z)-octadeca-9,12-dienoate